8-methyl-4-[2-methylsulfonyl-7-oxo-8-(tetrahydrofuran-3-ylmethyl)pyrido[2,3-d]pyrimidin-6-yl]-2,3-dihydroquinoxaline-1-carboxylic acid tert-butyl ester C(C)(C)(C)OC(=O)N1CCN(C2=CC=CC(=C12)C)C1=CC2=C(N=C(N=C2)S(=O)(=O)C)N(C1=O)CC1COCC1